CC(=CCCC(C)=O)CCC=C(CCC=C(C)C)C 6,10,14-trimethyl-5,9,13-pentadecan-trien-2-one